N,N'-diethyl-propylene-diamine C(C)NCC(C)NCC